1-(2-(4-((1-(cyclopropylmethyl)-1H-pyrazol-4-yl)methyl)-2-methyloxazol-5-yl)-5-fluorophenyl)ethan-1-one C1(CC1)CN1N=CC(=C1)CC=1N=C(OC1C1=C(C=C(C=C1)F)C(C)=O)C